(R)-3-amino-4-(2,4,5-trifluorophenyl)-butyrate N[C@@H](CC(=O)[O-])CC1=C(C=C(C(=C1)F)F)F